FC(C(=O)O)(F)F.NC1=NN2C(N=CC=C2)=C1C(=O)NC(C)C=1C=C(C=2N(C1N1CC(S(CC1)(=O)=O)(C)C)N=CC2Cl)Cl 2-Amino-N-{1-[3,4-dichloro-7-(2,2-dimethyl-1,1-dioxidothiomorpholin-4-yl)pyrazolo[1,5-a]pyridin-6-yl]ethyl}pyrazolo[1,5-a]pyrimidine-3-carboxamide trifluoroacetate